Methyl 1-(2-(1-methylpiperidin-4-yl)ethyl)-1H-pyrazole-5-carboxylate CN1CCC(CC1)CCN1N=CC=C1C(=O)OC